3-((2-(7-phenyl-2,7-diazaspiro[4.4]nonan-2-yl)pyridin-4-yl)amino)cyclobutan-1-ol C1(=CC=CC=C1)N1CC2(CCN(C2)C2=NC=CC(=C2)NC2CC(C2)O)CC1